N4-cyclopropyl-N2-(9-oxa-1,2-diazatricyclo[6.4.1.04,13]trideca-2,4,6,8(13)-tetraen-5-yl)-5-(trifluoromethyl)pyrimidine-2,4-diamine C1(CC1)NC1=NC(=NC=C1C(F)(F)F)NC1=C2C=NN3CCCOC(C=C1)=C32